N-(4-((1S,3S)-2-(3-(fluoromethyl)bicyclo[1.1.1]pentan-1-yl)-3-methyl-2,3,4,9-tetrahydro-1H-pyrido[3,4-b]indol-1-yl)phenyl)-1-(3-fluoropropyl)azetidin-3-amine FCC12CC(C1)(C2)N2[C@H](C=1NC3=CC=CC=C3C1C[C@@H]2C)C2=CC=C(C=C2)NC2CN(C2)CCCF